CC1=NC=CC=C1N1C(C=2N(C3=C(C=C(C=C13)C(F)(F)F)OCC(F)(F)F)C=CN2)=O 5-(2-Methylpyridin-3-yl)-9-(2,2,2-trifluoroethoxy)-7-(trifluoromethyl)imidazo[1,2-a]Quinoxaline-4(5H)-on